N-[(1S)-1-(4,4-difluorocyclohexyl)-2-oxo-2-[[1-[(2-oxopyrrolidin-3-yl)methyl]pyrazol-4-yl]amino]ethyl]-4-ethyl-1,2,5-oxadiazole-3-carboxamide FC1(CCC(CC1)[C@@H](C(NC=1C=NN(C1)CC1C(NCC1)=O)=O)NC(=O)C1=NON=C1CC)F